2,2,2-trichloroethyl({[2-({[4-(3-bromo-4-fluorophenyl)-5-oxo-4,5-dihydro-1,2,4-oxadiazol-3-yl]-1,2,5-oxadiazol-3-yl} amino) ethyl] amino} sulfonyl) carbamate C(N)(OS(=O)(=O)N(CCNC1=NON=C1C1=NOC(N1C1=CC(=C(C=C1)F)Br)=O)CC(Cl)(Cl)Cl)=O